C(C1=CC=CC=C1)OC(=O)NC(=N)C1=CC=C(CNC(C(CF)NC(OC(C)(C)C)=O)=O)C=C1 tert-Butyl (1-((4-(N-((benzyloxy)carbonyl)carbamimidoyl)benzyl)amino)-3-fluoro-1-oxopropan-2-yl)carbamate